diisobutyl 2,3-dioxosuccinate O=C(C(=O)OCC(C)C)C(C(=O)OCC(C)C)=O